ClC=1C=C(C(=NC1)C1=CN=C(N=N1)S(=O)(=O)C)OCOC 6-(5-chloro-3-(methoxymethyloxy)pyridin-2-yl)-3-(methylsulfonyl)-1,2,4-triazine